C(C1=CC=CC=C1)N1C(=CC(=C1)C1=C(C=CC(=C1)F)F)[C@@H](C(C)(C)C)N(C(CCl)=O)CC1CN(CC1)C(=O)OC(C)(C)C tert-Butyl 3-{[{(1R)-1-[1-benzyl-4-(2,5-difluorophenyl)-1H-pyrrol-2-yl]-2,2-dimethylpropyl}(chloroacetyl)amino]methyl}pyrrolidine-1-carboxylate